4-(9-(3-fluorophenyl)-6-(2-(3-methylbenzylidene)hydrazinyl)-9H-purin-2-yl)morpholine FC=1C=C(C=CC1)N1C2=NC(=NC(=C2N=C1)NN=CC1=CC(=CC=C1)C)N1CCOCC1